1-(6-bromoindolin-1-yl)prop-2-en-1-one BrC1=CC=C2CCN(C2=C1)C(C=C)=O